2-(4-cyclopropyl-6-methoxypyrimidin-5-yl)-8-((6-(1-methyl-4-(trifluoromethyl)-1H-imidazol-2-yl)pyridin-3-yl)methyl)-7,8-dihydro-6H-pyrimido[5,4-b][1,4]oxazine C1(CC1)C1=NC=NC(=C1C=1N=CC=2OCCN(C2N1)CC=1C=NC(=CC1)C=1N(C=C(N1)C(F)(F)F)C)OC